1,3,2-dioxaphosphine 2-oxide O1P(OCC=C1)=O